FC([C@@H](C1=CC=C(C=C1)F)N1N=C(C=C1)C1=CN=CC(=N1)C=1C=C(C=2N(C1)N=C(N2)N)F)(C)F (R)-6-(6-(1-(2,2-difluoro-1-(4-fluoro-phenyl)propyl)-1H-pyrazol-3-yl)pyrazin-2-yl)-8-fluoro-[1,2,4]triazolo[1,5-a]-pyridin-2-amine